6-((3-isopropyl-5-(((R)-piperidin-3-yl)oxy)pyrazolo[1,5-a]pyrimidin-7-yl)amino)-3-azabicyclo[3.1.0]hexane-3-carboxylic acid 1-((E)-4-(dimethylamino)but-2-enoyl)azetidin-3-yl ester CN(C/C=C/C(=O)N1CC(C1)OC(=O)N1CC2C(C2C1)NC1=CC(=NC=2N1N=CC2C(C)C)O[C@H]2CNCCC2)C